ClC=1N=C(OC1C=O)C(C)(C)O (4-chloro-2-(2-hydroxypropan-2-yl)oxazol-5-yl)methanone